C(#N)C1=CC=C(C=C2C(N(/C(/S2)=N/C2=CC=C(C=C2)S(=O)(=O)N)C2=CC=CC=C2)=O)C=C1 4-(((2Z)-5-(4-cyanobenzylidene)-4-oxo-3-phenylthiazolidin-2-ylidene)amino)benzenesulphonamide